(S)-2-3-propylpyrrolidin-1-yl-butyric acid CCCC1N(CCC1)[C@H](C(=O)O)CC